(1-hydroxybut-2-yl)-8-(pyridin-3-yl)-6-(4-(trifluoromethyl)phenyl)pyrido[3,4-d]pyrimidin-4(3H)-one OCC(CC)C=1NC(C2=C(N1)C(=NC(=C2)C2=CC=C(C=C2)C(F)(F)F)C=2C=NC=CC2)=O